NC=1C(=C(C=C2C=C(N=CC12)NC(OC1[C@H]2COC[C@@H]1CN(C2)CC(F)F)=O)C2=C(C1=C(OCCN1)N=C2)C)F (1R,5S,9s)-7-(2,2-Difluoroethyl)-3-oxa-7-azabicyclo[3.3.1]nonan-9-yl (8-amino-7-fluoro-6-(8-methyl-2,3-dihydro-1H-pyrido[2,3-b][1,4]oxazin-7-yl)isoquinolin-3-yl)carbamate